COC=1C=CC2=C(N(C(=N2)SC)CCNC(C)=O)C1 N-[2-(6-methoxy-2-methylsulfanylbenzoimidazol-1-yl)ethyl]acetamide